C(CCCCCCCCCCCCCCCCC)N(C(CN)=O)CCCCCCCCCCCCCCCCCC glycine Dioctadecylamide